2-((1R,5S,6R)-6-(aminomethyl)-3-ethylbicyclo[3.2.0]hept-3-en-6-yl)acetic acid NC[C@@]1([C@@H]2C=C(C[C@@H]2C1)CC)CC(=O)O